6-Bromo-8-chloro-N'-(2,2,2-trifluoroacetyl)imidazo[1,5-a]pyridine-3-carbohydrazide BrC=1C=C(C=2N(C1)C(=NC2)C(=O)NNC(C(F)(F)F)=O)Cl